5-((7-(3-Chloro-5-fluorobenzyl)-7H-pyrrolo[2,3-d]pyrimidin-4-yl)amino)-1,3-dihydro-2H-benzo[d]imidazol-2-one ClC=1C=C(CN2C=CC3=C2N=CN=C3NC3=CC2=C(NC(N2)=O)C=C3)C=C(C1)F